COC=1C=C(N)C=C(C1)OC(F)(F)F 3-methoxy-5-(trifluoromethoxy)aniline